3-(4-(3,4-dichlorophenyl)piperazin-1-yl)propyl-6-(4,4,5,5-tetramethyl-1,3,2-dioxaborolan-2-yl)hexanoic acid tert-butyl ester C(C)(C)(C)OC(C(CCCCB1OC(C(O1)(C)C)(C)C)CCCN1CCN(CC1)C1=CC(=C(C=C1)Cl)Cl)=O